ClC=1C=C(C(=O)OC)C=C(C1CO)S(=O)(=O)C=C methyl 3-chloro-4-(hydroxymethyl)-5-vinylsulfonyl-benzoate